α-glycidoxybutyltributoxysilane C(C1CO1)OC(CCC)[Si](OCCCC)(OCCCC)OCCCC